4-(2-cyano-7-((5-methoxy-7-methyl-1H-indol-4-yl)methyl)-7-azaspiro[3.5]nonan-6-yl)-N-((3-methylazetidin-3-yl)methyl)benzamide C(#N)C1CC2(C1)CC(N(CC2)CC2=C1C=CNC1=C(C=C2OC)C)C2=CC=C(C(=O)NCC1(CNC1)C)C=C2